6-(4-((2s,6S)-4-acryloyl-1-(methylsulfonyl)-6-(trifluoromethyl)piperazin-2-yl)-6-chloropyridin-2-yl)-N-methylpyrimidine-4-carboxamide C(C=C)(=O)N1C[C@@H](N([C@@H](C1)C(F)(F)F)S(=O)(=O)C)C1=CC(=NC(=C1)Cl)C1=CC(=NC=N1)C(=O)NC